C(C)(C)(C)OC(=O)N1CCC=2C3=C(C(NC2C1)=O)C=C(C=C3)F 8-fluoro-6-oxo-1,4,5,6-tetrahydrobenzo[c][1,7]naphthyridine-3(2H)-carboxylic acid tert-butyl ester